5-(1-(2,6-difluoro-4'-isopropyl-[1,1'-biphenyl]-4-yl)-1H-1,2,3-triazol-4-yl)pyrimidine-2-carboxylic acid FC1=C(C(=CC(=C1)N1N=NC(=C1)C=1C=NC(=NC1)C(=O)O)F)C1=CC=C(C=C1)C(C)C